FC1=CN=C(S1)NS(=O)(=O)N1N=CC2=CC=CC=C12 N-(5-fluorothiazol-2-yl)-1H-indazole-1-sulfonamide